difluoromethylenephosphine FC(F)=P